CC=1C=C2C(=C(NC2=CC1C(=O)[O-])CCCCC)CC(=O)N.[Na+] sodium 5-methyl-2-pentyl-3-(2-amino-2-oxoethyl)-1H-indole-6-carboxylate